(Z)-5-((3-(3,5-bis(trifluoromethyl)phenyl)-1H-1,2,4-triazol-1-yl)methylene)-3-(2-Hydroxypropyl)-1-methylimidazolidine-2,4-dione FC(C=1C=C(C=C(C1)C(F)(F)F)C1=NN(C=N1)\C=C/1\C(N(C(N1C)=O)CC(C)O)=O)(F)F